1-((2R,4S,5R)-5-allyl-4-((tert-butyldimethylsilyl)oxy)-5-(hydroxymethyl)tetrahydrofuran-2-yl)pyrimidine-2,4(1H,3H)-dione C(C=C)[C@]1([C@H](C[C@@H](O1)N1C(NC(C=C1)=O)=O)O[Si](C)(C)C(C)(C)C)CO